3-(2-methyl-4-pyridyl)-N-[(1S)-6-methyltetralin-1-yl]-1H-indazol-5-amine CC1=NC=CC(=C1)C1=NNC2=CC=C(C=C12)N[C@H]1CCCC2=CC(=CC=C12)C